((6aR,7aS,11aS)-6a,9,10,11a-tetrahydro-6H,7H-pyrido[3',2':5,6]-pyrano[3,4-b]pyrrolizin-7a(8H)-yl)methanol C1=CC=NC2=C1[C@@H]1[C@@H](C[C@@]3(CCCN13)CO)CO2